C1(CC1)N1C(=NC(=C1)C)C#CC=1C=C(OC2=C(N=NN2)C(=O)O)C=CC1OC 5-(3-((1-cyclopropyl-4-methyl-1H-imidazol-2-yl)ethynyl)-4-methoxyphenoxy)-1H-1,2,3-triazole-4-carboxylic acid